2-oxo-5-(thiophen-2-yl)oxazolidine-4-carboxamide O=C1OC(C(N1)C(=O)N)C=1SC=CC1